O1N=NC2=C1C=CC=C2 1,2,3-benzoxadiazole